C(C1=CC=CC=C1)N1N=C(C=C1)B1OC(C(O1)(C)C)(C)C 1-benzyl-3-(4,4,5,5-tetramethyl-1,3,2-dioxaborolan-2-yl)-1H-pyrazole